C([C@H](O)[C@H](O)C(=O)O)(=O)O mesotartaric acid